OC1C(COCC1)N1C(C=2C=C(C(=NC2CC1)C)CC1=CC(=CC=C1)F)=O 6-(4-hydroxy-tetrahydro-pyran-3-yl)-2-methyl-3-(3-fluorobenzyl)-7,8-dihydro-6H-[1,6]naphthyridin-5-one